ClC1=CC=C2C(=C3N(C2=C1Cl)CCCC(C3)C(=O)OCC)C=3C=NNC3 Ethyl 3,4-dichloro-11-(1H-pyrazol-4-yl)-7,8,9,10-tetrahydro-6H-azepino[1,2-a]indole-9-carboxylate